[SH-].[SH-].S=[Mo]=S Thiomolybdate